C(C)(C)(C)OC(=O)N1[C@H](CCCC1)C=O (R)-2-formylpiperidine-1-carboxylic acid tert-butyl ester